C(C)(C)(C)OC(=O)N[C@@H]1C[C@@H](CC12CCN(CC2)C=2C(=NC=C(N2)C)C(=O)OCC)OC2CC2 Ethyl 3-((1R,3R)-1-((tert-butoxycarbonyl) amino)-3-cyclopropoxy-8-azaspiro[4.5]decan-8-yl)-5-methylpyrazine-2-carboxylate